1-((1S,2S)-2-((benzyloxy)methyl)-1-(5-carbonyl-4,5-dihydro-1,2,4-oxadiazol-3-yl)cyclopropyl)-5-((S)-2,2-dimethyltetrahydro-2H-pyran-4-yl)-1H-indole-2-carboxylic acid C(C1=CC=CC=C1)OC[C@@H]1[C@@](C1)(C1=NOC(N1)=C=O)N1C(=CC2=CC(=CC=C12)[C@@H]1CC(OCC1)(C)C)C(=O)O